COC1=CC=C(COC2=C(N=NC(=C2)NC=2OC(=CN2)C2=CC=C(C=C2)C(F)(F)F)C#N)C=C1 4-((4-methoxybenzyl)oxy)-6-((5-(4-(trifluoromethyl)phenyl)oxazol-2-yl)amino)-pyridazine-3-carbonitrile